N-(5-(4-chlorophenyl)-1-(2,4-dichlorophenyl)-4-methyl-1H-pyrazol-3-yl)-2-(1,3-dioxoisoindolin-2-yl)ethane-1-sulfonamide ClC1=CC=C(C=C1)C1=C(C(=NN1C1=C(C=C(C=C1)Cl)Cl)NS(=O)(=O)CCN1C(C2=CC=CC=C2C1=O)=O)C